o-methyl-ethylbenzene CC1=C(C=CC=C1)CC